Cl.N1(CCCCC1)C=1SC=2C(=NC(=C(C2)NC(C2=NC(=CC=C2)C=2C=NN(C2)C)=O)N2CCCCC2)N1 N-(2,5-di(piperidin-1-yl)thiazolo[4,5-b]pyridin-6-yl)-6-(1-methyl-1H-pyrazol-4-yl)picolinamide hydrochloride